C1=CC=C(C=C1)C2=NN([N+](=N2)C3=CC=C(C=C3)[N+](=O)[O-])C4=CC=C(C=C4)I.[Cl-] 2-(p-iodophenyl)-3-(p-nitrophenyl)-5-phenyltetrazolium chloride